1-(cyclopropylamino)-6,6-difluoro-1-oxoheptan-2-yl acetate C(C)(=O)OC(C(=O)NC1CC1)CCCC(C)(F)F